2-{5-[(3-ethoxy-5-fluoropyridin-2-yl)oxy]pyridin-3-yl}-N-[(3S,4S)-4-fluoropiperidin-3-yl]pyrimidine-5-carboxamide, formate salt C(=O)O.C(C)OC=1C(=NC=C(C1)F)OC=1C=C(C=NC1)C1=NC=C(C=N1)C(=O)N[C@H]1CNCC[C@@H]1F